C(C=CC=CC=CC)(=O)N Octa-2,4,6-trienamide